FC1=CC=C(C=C1)[C@H](C)OC=1C=C(C=CC1[N+](=O)[O-])C1=NN(C2=C1C(=NC=C2C=2C=NN(C2)C2CCOCC2)N)C (S)-3-(3-(1-(4-fluorophenyl)ethoxy)-4-nitrophenyl)-1-methyl-7-(1-(tetrahydro-2H-pyran-4-yl)-1H-pyrazol-4-yl)-1H-pyrazolo[4,3-c]pyridin-4-amine